3-[3-(trifluoromethyl)bicyclo[1.1.1]pentan-1-yl]-1,2-oxazol-5-amine FC(C12CC(C1)(C2)C2=NOC(=C2)N)(F)F